BrC1=C(C(=O)OC)C=CC(=C1)\C=C\OCC (E)-Methyl 2-bromo-4-(2-ethoxyvinyl)benzoate